ClC=1C=C(C=C(C1)C1=CC=C(C(=C1)Cl)N)N 5,5'-dichloro-3,4'-diaminobiphenyl